2-[4-(4-(dimethylamino)-piperazin-1-yl)-6-(4-((1-pyrrolidinyl)carbonylmethyl)piperazin-1-yl)-pyrimidin-2-ylamino]-4-methyl-thiazole-5-carboxylic acid ethyl ester C(C)OC(=O)C1=C(N=C(S1)NC1=NC(=CC(=N1)N1CCN(CC1)N(C)C)N1CCN(CC1)CC(=O)N1CCCC1)C